4-amino-2-fluoro-N-(3-fluorophenyl)benzamide NC1=CC(=C(C(=O)NC2=CC(=CC=C2)F)C=C1)F